O[C@@H]1[C@H](N(CC1)C(=O)C1=C(C(=C(C(=C1[2H])[2H])[2H])[2H])[2H])C ((2R,3S)-3-hydroxy-2-methylpyrrolidin-1-yl)(pentadeuterophenyl)methanone